C(C=C(C)C)C1=C(C=2C(C3=CC=CC(=C3OC2C(=C1O)CC=C(C)C)O)=O)O prenyl-(1,3,5-trihydroxy-4-prenylxanthone)